3-((((1R,2R)-2-((2-(2,6-dioxopiperidin-3-yl)-1-oxoisoindolin-5-yl)oxy)cyclohexyl)amino)methyl)bicyclo[1.1.1]pentane-1-carbonitrile O=C1NC(CCC1N1C(C2=CC=C(C=C2C1)O[C@H]1[C@@H](CCCC1)NCC12CC(C1)(C2)C#N)=O)=O